[O-]S(=O)(=O)C(F)(F)F triflat